4-(3-chloro-4-((1-(piperidin-4-ylmethyl)piperidin-4-yl)oxy)phenyl)-2-methyl-2,7-naphthyridin-1(2H)-one TFA salt OC(=O)C(F)(F)F.ClC=1C=C(C=CC1OC1CCN(CC1)CC1CCNCC1)C1=CN(C(C2=CN=CC=C12)=O)C